ClC1=CC(=CC=2N(C(=NC21)CN2CC1CC1(CC2)C2=NC=CC(=N2)OCC2=C(C=C(C=C2)C#N)OC)C[C@H]2OCC2)C(=O)O 4-chloro-2-((6-(4-((4-cyano-2-methoxybenzyl)oxy)pyrimidin-2-yl)-3-azabicyclo[4.1.0]heptan-3-yl)methyl)-1-(((S)-oxetan-2-yl)methyl)-1H-benzo[d]imidazole-6-carboxylic acid